tert-butyl N-[5-[4-(dimethylsulfamoyl)phenyl]-2-methyl-[1,2,4]triazolo[1,5-c]pyrimidin-7-yl]carbamate CN(S(=O)(=O)C1=CC=C(C=C1)C1=NC(=CC=2N1N=C(N2)C)NC(OC(C)(C)C)=O)C